NC1=C(C=CC(=C1)C(C)(C)C)O 2-Amino-4-tertbutylphenol